ClC1=CC=C(C=C1)C1=C(N=CN1)C 5-(4-chlorophenyl)-4-methyl-1H-imidazole